(R)-5-((2-amino-3-fluoropyridin-4-yl)methyl)-N-(but-3-yn-2-yl)-3,4-difluoro-2-((2-fluoro-4-iodophenyl)amino)benzamide NC1=NC=CC(=C1F)CC=1C(=C(C(=C(C(=O)N[C@H](C)C#C)C1)NC1=C(C=C(C=C1)I)F)F)F